C(CCCCCCCCCCCCCCCCCCCC(=O)O)(=O)O heneicosandioic acid